N-[4-(trifluoromethyl)phenyl]-2,7-diazaspiro[4.5]decane-2-carboxamide FC(C1=CC=C(C=C1)NC(=O)N1CC2(CC1)CNCCC2)(F)F